CC1=C(C(=CC=C1)[N+](=O)[O-])N1CC(CC1)C1=CC=CC=C1 1-(2-methyl-6-nitro-phenyl)-3-phenyl-pyrrolidine